ClC1=NC=C(C(=C1)N1C[C@H](CCC1)O)C#CC=1C=NN(C1)C(F)F (S)-1-(2-chloro-5-((1-(difluoromethyl)-1H-pyrazol-4-yl)ethynyl)pyridin-4-yl)piperidin-3-ol